C(C1=CC=CC=C1)OC=1C=C(C2=C(C=CC=C2C1)Cl)Br 3-(benzyloxy)-1-bromo-8-chloronaphthalene